4-phenylpinene C1(=CC=CC=C1)C1CC(=C2C(C1C2)(C)C)C